4-[4-(cyclopropylamino)-1-piperidyl]-6-fluoro-N-(6-methoxy-2-methyl-indazol-5-yl)-2-methyl-pyrazolo[1,5-a]pyridine-7-carboxamide C1(CC1)NC1CCN(CC1)C=1C=2N(C(=C(C1)F)C(=O)NC1=CC3=CN(N=C3C=C1OC)C)N=C(C2)C